3,5-difluoro-2-(4-(((1r,3r)-3-hydroxy-3-methylcyclobutyl)amino)pyrido[3,4-d]pyridazin-1-yl)phenol FC=1C(=C(C=C(C1)F)O)C1=C2C(=C(N=N1)NC1CC(C1)(C)O)C=NC=C2